C(C)C1=NC=2CCCCC2C(N1CC1=NOC(=C1)C1=C(C=C(C(=C1)OC)F)C(F)(F)F)=O 2-Ethyl-3-((5-(4-fluoro-5-methoxy-2-(trifluoromethyl)phenyl)isoxazol-3-yl)methyl)-5,6,7,8-tetrahydroquinazolin-4(3H)-one